FC1=NN(C=C1)C=1C=CC(=C(C1)O)C=1N=NC(=CC1)O[C@@H]1[C@@H]([C@H]2CCC[C@@H](C1)N2)F 5-(3-fluoro-1H-pyrazol-1-yl)-2-(6-(((1r,2r,3s,5s)-2-fluoro-9-azabicyclo[3.3.1]non-3-yl)oxy)pyridazin-3-yl)phenol